(S)-10-((5-Chloro-2-(3-(fluoromethyl)azetidin-1-yl)pyrimidin-4-yl)amino)-2-cyclopropyl-3,3-difluoro-7-methyl-1,2,3,4-tetrahydro-[1,4]oxazepino[2,3-c]chinolin-6(7H)-on ClC=1C(=NC(=NC1)N1CC(C1)CF)NC1=CC=2C3=C(C(N(C2C=C1)C)=O)OCC([C@@H](N3)C3CC3)(F)F